4-chloro-6-(1-ethoxyvinyl)pyrimidin-5-amine ClC1=NC=NC(=C1N)C(=C)OCC